ICCCC(C)(C)C=1C=C(C=C(C1)O)O 5-(5-iodo-2-methylpentan-2-yl)benzene-1,3-diol